IC=1C=C(CSC2=NC3=CC=CC=C3C=C2)C=CC1 ((3-iodobenzyl)thio)quinolin